FC(C=1C(=C(C=CC1)[C@@H](C)NC1=NC(=NC2=CC3=C(C=C12)NC(C1N3CCOC1)=O)C)F)F 8-(((R)-1-(3-(difluoromethyl)-2-fluorophenyl)ethyl)amino)-10-methyl-1,2,4,4a-tetrahydro-[1,4]oxazino[4',3':4,5]pyrazino[2,3-g]quinazolin-5(6H)-one